ethyl 2-(3-([1,1'-biphenyl]-3-yl)-5-hydroxy-4-(4-sulfamoylbenzyl)-1H-pyrazol-1-yl)thiazole-4-carboxylate C1(=CC(=CC=C1)C1=NN(C(=C1CC1=CC=C(C=C1)S(N)(=O)=O)O)C=1SC=C(N1)C(=O)OCC)C1=CC=CC=C1